N[C@H](CNC(OC(C)(C)C)=O)CCCCNS(=O)(=O)C1=C(C=CC=C1)[N+](=O)[O-] tert-Butyl (S)-(2-amino-6-((2-nitrophenyl)sulfonamido)hexyl)carbamate